2-methylene-1,3-dioxocycloheptane C=C1C(CCCCC1=O)=O